2-(triethoxysilyl)ethanethiol C(C)O[Si](CCS)(OCC)OCC